4-[8-(2-hydroxy-2-methyl-propyl)-2-methylsulfanyl-7-oxo-pyrido[2,3-d]pyrimidin-6-yl]-8-methyl-2,3-dihydroquinoxaline-1-carboxylic acid tert-butyl ester C(C)(C)(C)OC(=O)N1CCN(C2=CC=CC(=C12)C)C1=CC2=C(N=C(N=C2)SC)N(C1=O)CC(C)(C)O